4-hexyldecyl 8-[[8-(4-hexyldecoxy)-8-oxo-octyl]-(3-pyrrolidin-1-ylpropanoyl)amino]octanoate C(CCCCC)C(CCCOC(CCCCCCCN(CCCCCCCC(=O)OCCCC(CCCCCC)CCCCCC)C(CCN1CCCC1)=O)=O)CCCCCC